1-hydroxy-4-methyl-7-azabenzotriazole ON1N=NC2=C1N=CC=C2C